NC1=NC2=CC=C(C=C2C=C1CO)C(=O)N1C(CCCC1)C1=CC=C(C=C1)C(F)(F)F (2-amino-3-(hydroxymethyl)quinolin-6-yl)(2-(4-(trifluoromethyl)phenyl)piperidin-1-yl)methanone